2-oxa-6-azaspiro[3.3]heptanoic acid C1(OCC12CNC2)C(=O)O